Ethyl 5-(4-{[(tert-butoxycarbonyl) amino] methyl} phenyl)-1,3-thiazole-4-carboxylate C(C)(C)(C)OC(=O)NCC1=CC=C(C=C1)C1=C(N=CS1)C(=O)OCC